(R)-N-(4-chlorophenyl)-2-((1S,4S)-4-(6-fluoroquinolin-4-yl)cyclohexyl)propionamide hydrochloride Cl.ClC1=CC=C(C=C1)NC([C@H](C)C1CCC(CC1)C1=CC=NC2=CC=C(C=C12)F)=O